CN(S(=O)(=O)C)C1=C(C=CC(=C1)N1CCCCC1)[N+](=O)[O-] N-methyl-N-(2-nitro-5-(piperidine-1-yl)phenyl)methanesulfonamide